N1=CN=CC=2C1=CN=NC2 pyrimido[4,5-d]pyridazine